N6-(2-amino-2-phenyl-propyl)-1-methyl-N4-[2-(trifluoromethyl)pyrimidin-5-yl]pyrazolo[3,4-d]pyrimidine-4,6-diamine NC(CNC1=NC(=C2C(=N1)N(N=C2)C)NC=2C=NC(=NC2)C(F)(F)F)(C)C2=CC=CC=C2